(2R,4S)-N-((S)-1-(((6-Amino-2-methylpyridin-3-yl)methyl)amino)-1-oxopropan-2-yl)-4-(3-chloro-4-fluorobenzyl)pyrrolidine-2-carboxamide Di-trifluoroacetate salt FC(C(=O)O)(F)F.FC(C(=O)O)(F)F.NC1=CC=C(C(=N1)C)CNC([C@H](C)NC(=O)[C@@H]1NC[C@H](C1)CC1=CC(=C(C=C1)F)Cl)=O